2-(3,5-Dimethylhex-4-en-1-yl)cyclopropane-1-carboxylic acid ethyl ester C(C)OC(=O)C1C(C1)CCC(C=C(C)C)C